ClCCN(C(=O)NCCCl)N=O N,N'-bis(2-chloroethyl)-N-nitroso-urea